7-((4-(2-methyl-6-(methylcarbamoyl)pyridin-3-yl)piperazin-1-yl)methyl)imidazo[1,5-a]quinoxalin-4(5H)-one CC1=NC(=CC=C1N1CCN(CC1)CC=1C=C2NC(C=3N(C2=CC1)C=NC3)=O)C(NC)=O